N1,N2-dimethyl-benzene-1,2-diamine CNC=1C(=CC=CC1)NC